CC1=CC=CC=C1OP(=O)(OC2=CC=CC=C2)OC3=CC=CC=C3 diphenylcresyl phosphate